CN1C(C=CC2=C1N=C(N=C2)NC2=CC=C(C=C2)N2CCOCC2)=O 8-methyl-2-((4-morpholinophenyl)amino)pyrido[2,3-d]pyrimidin-7(8H)-one